2-methyl-6-{2-[methyl(2,2,6,6-tetramethylpiperidin-4-yl)amino]-1,3-benzothiazol-6-yl}imidazo[1,2-a]pyridine-8-carbonitrile CC=1N=C2N(C=C(C=C2C#N)C2=CC3=C(N=C(S3)N(C3CC(NC(C3)(C)C)(C)C)C)C=C2)C1